1,3-bis[(E)-(4-chlorophenyl)methyleneamino]guanidine ClC1=CC=C(C=C1)\C=N\NC(=N)N/N=C/C1=CC=C(C=C1)Cl